4-iodophthalic acid diglycidyl ester C(C1CO1)OC(C=1C(C(=O)OCC2CO2)=CC(=CC1)I)=O